C(C=CC1=CC=CC=C1)NCCCCCN cinnamyl-cadaverine